Ethyl 2-(4-(2-(6-((1,4-dioxan-2-yl)methoxy)-4-hydroxy-3-methylpyridin-2-yl)ethyl)phenoxy)-acetate O1C(COCC1)COC1=CC(=C(C(=N1)CCC1=CC=C(OCC(=O)OCC)C=C1)C)O